N1(CCCCC1)CCC(C(=O)O)CCCC 2-(2-(piperidin-1-yl)ethyl)hexanoic acid